tert-Butyl 7-(4-amino-5-cyano-2-methoxyphenyl)-4,7-diazaspiro[2.5]octane-4-carboxylate NC1=CC(=C(C=C1C#N)N1CCN(C2(CC2)C1)C(=O)OC(C)(C)C)OC